[Na].C(CCCCCCCCCCC)NC(\C=C(/C(=O)O)\C1[C@H](O)[C@@H](O)[C@H](O)[C@H](O1)CO)=O N-dodecyl-glucosyl-maleamic acid sodium